1,10-decanediol lactate C(C(O)C)(=O)OCCCCCCCCCCO